N-(5-Cyclopentyl-1H-pyrazol-3-yl)-5-methyl-2-[4-(methylaminomethyl)-2-azabicyclo[2.1.1]hexan-2-yl]pyrimidin-4-amine C1(CCCC1)C1=CC(=NN1)NC1=NC(=NC=C1C)N1C2CC(C1)(C2)CNC